C1(CC1)C=1C(=CC=2N(C1)C=CN2)OCC(F)F 6-cyclopropyl-7-(2,2-difluoroethoxy)imidazo[1,2-a]pyridine